ClC1=C(C(=CC=C1)Cl)C1=NOC(=C1C1=CC2(C1)CCN(CC2)C2=CC=C1C=C(N=NC1=C2)C(=O)O)C(C)C 7-(2-(3-(2,6-dichlorophenyl)-5-isopropylisoxazol-4-yl)-7-azaspiro[3.5]non-1-en-7-yl)cinnoline-3-carboxylic acid